BrC(C(=O)C1=CC=C(C=C1)OC)SC(F)(F)F 2-bromo-2-(trifluoromethylthio)p-methoxyacetophenone